O[C@H]1[C@@H](CCC1)NC=1N=NC(=C(N1)C)C1=CC=C2C(C=CS2)=C1O 5-(3-(((1R,2R)-2-hydroxycyclopentyl)amino)-5-methyl-1,2,4-triazine-6-yl)benzothiophene-4-ol